COC([C@H](C[C@H]1C(NCCC1)=O)N)=O.NC1=NC=C(N=C1CC=C)C=1C=NC=C(C1)F 2-amino-3-(prop-2-enyl)-5-(5-fluoropyridin-3-yl)pyrazine methyl-(S)-2-amino-3-((S)-2-oxopiperidin-3-yl)propanoate